[NH4+].S(=S)([O-])[O-].[NH4+] thiosulfite ammonium